2-((3-(4-chloro-2-fluoro-phenyl)-5-methyl-triazol-4-yl)methyl)-5-morpholino-pyridazin-3-one ClC1=CC(=C(C=C1)N1N=NC(=C1CN1N=CC(=CC1=O)N1CCOCC1)C)F